4,5,6,7-tetrahydrobenzo[b]thiophene-3-carboxamide S1C2=C(C(=C1)C(=O)N)CCCC2